1-(furan-2-carbonyl)-4-({1-[(1S)-1-phenylethyl]-1H-1,2,3,4-tetrazol-5-yl}(thian-4-yl)methyl)piperazine O1C(=CC=C1)C(=O)N1CCN(CC1)C(C1CCSCC1)C1=NN=NN1[C@@H](C)C1=CC=CC=C1